(2R,3R,4S,5R,6R)-6-((1-(tert-butyl)-1H-1,2,3-triazol-4-yl)methyl)-2-(hydroxymethyl)-5-methoxy-4-(4-(2,3,4-trifluorophenyl)-1H-1,2,3-triazol-1-yl)tetrahydro-2H-pyran-3-ol C(C)(C)(C)N1N=NC(=C1)C[C@@H]1[C@@H]([C@H]([C@H]([C@H](O1)CO)O)N1N=NC(=C1)C1=C(C(=C(C=C1)F)F)F)OC